(E)-3-(4-Hydroxyphenyl)-1-(4-methylsulfanylphenyl)prop-2-en-1-one OC1=CC=C(C=C1)/C=C/C(=O)C1=CC=C(C=C1)SC